ClC1=C(OC=2C=NC=CC2)C=C(C(=C1)F)N1C(N(C(=CC1=O)C(F)(F)F)C)=O 3-{2-chloro-4-fluoro-5-[3-methyl-2,6-dioxo-4-(trifluoromethyl)-3,6-dihydropyrimidine-1(2H)-yl]phenoxy}pyridine